OC1=CC=C2N=CC(=NC2=C1)C=1C=NN(C1)CC1CCN(CC1)C(=O)OC(C)(C)C tert-butyl 4-[[4-(7-hydroxyquinoxalin-2-yl)pyrazol-1-yl]methyl]piperidine-1-carboxylate